2-amino-1-hydroxy-8-(3-sulfopropoxy)-naphthalen-3-sulfonic acid NC1=C(C2=C(C=CC=C2C=C1S(=O)(=O)O)OCCCS(=O)(=O)O)O